1-(dimethoxyphosphinyl)ethyl 2-(2,4-dichlorophenoxy)acetate ClC1=C(OCC(=O)OC(C)P(=O)(OC)OC)C=CC(=C1)Cl